1-[4-(6-Bromo-7-{[1-(1-methylethyl)piperidin-4-yl]amino}-3H-imidazo[4,5-b]pyridin-2-yl)phenyl]-1,4-diazepan-5-one BrC=1C(=C2C(=NC1)NC(=N2)C2=CC=C(C=C2)N2CCNC(CC2)=O)NC2CCN(CC2)C(C)C